(R)-diethyl 2-((6-(2,3,6-trifluorophenyl)-3-thioxo-3,5,6,7-tetrahydro-2H-pyrrolo[1,2-c]imidazol-1-yl)methyl)malonate FC1=C(C(=CC=C1F)F)[C@H]1CC=2N(C(NC2CC(C(=O)OCC)C(=O)OCC)=S)C1